CN(CC1=CC=2N=C(N=C(C2O1)N1CCOCC1)CC1=CC(=NN1)C1=CC=CC=C1)C N,N-dimethyl-1-(4-morpholino-2-((3-phenyl-1H-pyrazol-5-yl)methyl)furo[3,2-d]pyrimidin-6-yl)methanamine